C12(CC3CC(CC(C1)C3)C2)C2=C(C=CC(=C2)Br)OCC(=O)NOC2OCCCC2 2-(2-adamantan-1-yl-4-bromophenyloxy)-N-(tetrahydropyran-2-yloxy)-acetamide